(6aR)-2-bromo-6,6,9-trimethyl-3-pentyl-6a,7,8,10a-tetrahydrobenzo[c]chromen-1-ol BrC1=C(C=2C3[C@H](C(OC2C=C1CCCCC)(C)C)CCC(=C3)C)O